(S)-4-(1H-indol-2-yl)-2-(2-methylazetidin-1-yl)-6,7-dihydro-5H-cyclopenta[d]pyrimidine N1C(=CC2=CC=CC=C12)C=1C2=C(N=C(N1)N1[C@H](CC1)C)CCC2